3-Imino-1,2,4-thiadiazinane 1,1-Dioxide N=C1NS(CCN1)(=O)=O